CS(=O)(=O)O[C@H](CCOC[C@H](C)OC=1C=NC=C(C1)C1=NN(C2=CC=C(C=C12)O)C1OCCCC1)C [(1S)-3-[(2S)-2-[[5-(5-hydroxy-1-tetrahydropyran-2-yl-indazol-3-yl)-3-pyridyl]oxy]propoxy]-1-methyl-propyl] methanesulfonate